C(C1=CC=CC=C1)C1CCN(CC1)CCCO 3-(4-benzylpiperidin-1-yl)-1-propanol